N[C@@H]1C2=CC=CC=C2CC12CCN(CC2)C=2NC(C1=C(N2)NN=C1C1(CC1)C1=CC(=CC=C1)O)=O (S)-6-(1-amino-1,3-dihydrospiro[indene-2,4'-piperidine]-1'-yl)-3-(1-(3-hydroxyphenyl)cyclopropyl)-1,5-dihydro-4H-pyrazolo[3,4-d]pyrimidin-4-one